4-(3-(6,7-dihydroimidazo[1,2-a]pyrimidin-8(5H)-yl)-7,8-dihydro-1,6-naphthyridin-6(5H)-yl)-6-fluoroquinazoline N=1C=CN2C1N(CCC2)C=2C=NC=1CCN(CC1C2)C2=NC=NC1=CC=C(C=C21)F